amylglucose C(CCCC)C(=O)[C@H](O)[C@@H](O)[C@H](O)[C@H](O)CO